1-(3-(1-((4-cyanophenyl)amino)ethyl)phenyl)-3-(3-(2-methoxyethyl)-2,4-dioxo-1-(2-(piperidin-1-yl)ethyl)-1,2,3,4-tetrahydroquinazolin-6-yl)urea C(#N)C1=CC=C(C=C1)NC(C)C=1C=C(C=CC1)NC(=O)NC=1C=C2C(N(C(N(C2=CC1)CCN1CCCCC1)=O)CCOC)=O